C(C)(C)(C)OC(=O)N1CC2(CO2)CCC1 1-oxa-5-azaspiro[2.5]octane-5-carboxylic acid tert-butyl ester